iron zinc calcium sodium sulfate phosphate P(=O)([O-])([O-])[O-].S(=O)(=O)([O-])[O-].[Na+].[Ca+2].[Zn+2].[Fe+2]